(1S,2S)-1-(4-nitrophenyl)-2-phenylethane-1,2-diamine [N+](=O)([O-])C1=CC=C(C=C1)[C@@H]([C@@H](N)C1=CC=CC=C1)N